1,3-bis(3-methoxypropyl)-2-methyl-imidazolium acrylate C(C=C)(=O)[O-].COCCCN1C(=[N+](C=C1)CCCOC)C